[Zn].[Ag].[Au] gold-silver-zinc